ClC1=CC(=CC(=N1)N1CC(N(CC1)S(=O)(=O)C1=CC=C(C=C1)N1CC(CC1=O)NC(OC(C)(C)C)=O)C#N)C(F)(F)F tert-butyl N-[1-[4-[4-[6-chloro-4-(trifluoromethyl)-2-pyridyl]-2-cyano-piperazin-1-yl]sulfonylphenyl]-5-oxo-pyrrolidin-3-yl]carbamate